C(C)(C)(C)OC(=O)N1CC(C1)COC1=CC2=CC=CC=C2C=C1C(=O)OC 3-((3-(methoxycarbonyl)naphthalen-2-yloxy)methyl)azetidine-1-carboxylic acid tert-butyl ester